BrC=1C=CC2=C(N=C(S2)C2CCN(CC2)C)C1 5-bromo-2-(1-methylpiperidin-4-yl)benzothiazole